C(C)OC(CCC(=O)C1=NC2=CC(=CC=C2C(=C1O)C#N)C1=CC(=CC=C1)C(C)C)=O 4-[4-Cyano-3-hydroxy-7-(3-isopropyl-phenyl)-quinolin-2-yl]-4-oxo-butyric acid ethyl ester